(4-chloro-2-methoxy-phenyl)methanamine ClC1=CC(=C(C=C1)CN)OC